OC1=CC(=NC=C1C#CC1=C(C=CC=C1)NS(=O)(=O)C=1C(=CC=C2C=CC=NC12)C)C(=O)O 4-hydroxy-5-{2-[2-(7-methylquinoline-8-sulfonamido)phenyl]ethynyl}pyridine-2-carboxylic acid